1-(4-(4-fluorophenyl)-3,4-dihydroquinoxalin-1(2H)-yl)-3-(pyrrolidin-1-yl)propan FC1=CC=C(C=C1)N1CCN(C2=CC=CC=C12)CCCN1CCCC1